COC1(CC1)CC=1C=C(C=NC1C)C1=NOC(=N1)C(F)(F)F (5-((1-methoxycyclopropyl)methyl)-6-methylpyridin-3-yl)-5-(trifluoromethyl)-1,2,4-oxadiazole